5-[4-(2-Fluoroethyl)piperazin-1-yl]-2-(2-furyl)pyrazolo[1,5-a]pyrimidine-3-carboxamide FCCN1CCN(CC1)C1=NC=2N(C=C1)N=C(C2C(=O)N)C=2OC=CC2